methoxyethoxyethyl(ethyl)sulfone COCCOCCS(=O)(=O)CC